ClC=1C=C(C=C(C1OC(\C=C\C1=CC=NC=C1)=O)OC)C1NC(NC(=C1C(=O)OCC)C)=O (E)-ethyl 4-(3-chloro-5-methoxy-4-(3-(pyridin-4-yl)acryloyloxy)phenyl)-6-methyl-2-oxo-1,2,3,4-tetrahydropyrimidine-5-carboxylate